OCCOCC 1,4-dioxahexaane